(S)-(1-{2-[1-(4-fluorophenyl)ethylamino]-6-(pyrazin-2-ylamino)pyrimidin-4-yl}azetidin-3-yl)(pyrrolidine-1-yl)methanone FC1=CC=C(C=C1)[C@H](C)NC1=NC(=CC(=N1)N1CC(C1)C(=O)N1CCCC1)NC1=NC=CN=C1